CS(=O)CCN1C(NC2=NC=NC=C12)=O 7-(2-(methylsulfinyl)ethyl)-7,9-dihydro-8H-purin-8-one